FC(N1C(OC2=C1C=C(C=C2)[N+](=O)[O-])=O)F 3-(difluoromethyl)-5-nitrobenzo[d]oxazol-2(3H)-one